ONC(=N)C1=NC=C(C=N1)OC N-hydroxy-5-methoxypyrimidine-2-carboximidamide